(6S)-6-{2-Chloro-3-[4-(5-methyl-1,3,4-oxadiazol-2-yl)-anilino]phenyl}-2-imino-6-methyl-3-(tetrahydropyran-4-yl)hexahydropyrimidin-4-one ClC1=C(C=CC=C1NC1=CC=C(C=C1)C=1OC(=NN1)C)[C@@]1(CC(N(C(N1)=N)C1CCOCC1)=O)C